2-((1R,2s)-2-methoxycyclopentyl)quinoline-6-carbaldehyde CO[C@@H]1[C@H](CCC1)C1=NC2=CC=C(C=C2C=C1)C=O